(3,4-dimethoxyphenyl)-(2,4,6-trimethylphenyl)iodonium tetrafluoroborate F[B-](F)(F)F.COC=1C=C(C=CC1OC)[I+]C1=C(C=C(C=C1C)C)C